ClC1=C(C=CC=C1OC)OC(=O)C=1NC=CC1C1=CC=CC=C1 (2-chloro-3-methoxyphenyl)-3-phenyl-17Z-pyrrole-2-carboxylate